ClC1=C(C=CC(=C1)Cl)C=1N=C(NC1C1=CC=CC=C1)CC1=CSC=C1 4-(2,4-dichlorophenyl)-5-phenyl-2-(3-thienylmethyl)imidazole